ClC1=CC=C(N=N1)N([C@H]1[C@H]([C@@H]2CCC[C@H](C1)N2C(=O)OC(C)(C)C)F)C |r| (±)-(1S,2R,3R,5R)-tert-butyl 3-((6-chloropyridazin-3-yl)(methyl) amino)-2-fluoro-9-azabicyclo[3.3.1]nonane-9-carboxylate